2-amino-3-(pyrimidin-4-yl)propanoic acid NC(C(=O)O)CC1=NC=NC=C1